(R)-(-)-2-(4-bromophenyl)-1-methylethylamine BrC1=CC=C(C=C1)C[C@@H](C)N